BrC1=C(C=C(C=C1COC)COC)C(\C=C\C1=CC(=C(C=C1)O)OC)=O 1-(2-bromo-3,5-dimethoxymethylphenyl)-3-(3-methoxy-4-hydroxyphenyl)-(2E)-2-propen-1-one